4-(6-amino-5-(2,3-dichlorophenyl)pyrazin-2-yl)piperazine-1-carboxamide NC1=C(N=CC(=N1)N1CCN(CC1)C(=O)N)C1=C(C(=CC=C1)Cl)Cl